C(C)(C)(C)OC(=O)N([C@H](C(=O)N[C@@H](CC(=O)OC)C=1C=C(C=CC1)C1=C(C=CC=C1OCCCC=C)C)CC=C)C Methyl (S)-3-((S)-2-((tert-butoxycarbonyl)(methyl)amino)pent-4-enamido)-3-(2'-methyl-6'-(pent-4-en-1-yloxy)-[1,1'-biphenyl]-3-yl)propanoate